benzyl 4-(2-(4-fluorophenyl)pyrimidin-5-yl)-3,6-dihydropyridine-1(2H)-carboxylate FC1=CC=C(C=C1)C1=NC=C(C=N1)C=1CCN(CC1)C(=O)OCC1=CC=CC=C1